COCCC(=O)OCCC(C)OC 3-methoxybutyl 3-methoxypropionate